C(C)(C)(C)OC(=O)N1C[C@@](CC1)(CCO[Si](C)(C)C(C)(C)C)C(CC(=O)OC(C)(C)C)=O |r| (Rac)-tert-butyl-3-(3-tert-butoxy-3-oxopropanoyl)-3-(2-{[tert-butyl(dimethyl)silyl]oxy}ethyl)pyrrolidine-1-carboxylate